CC=1N(C(NN1)=O)C1=CC=C(C=C1)OC1=C(C=CC=C1)C 5-methyl-4-{4-[(2-methylphenyl)oxy]phenyl}-2,4-dihydro-3H-1,2,4-triazol-3-one